BrC(C=1C=CC(=C(C1)O)C1=NN=C(C2=CC=CC=C12)N[C@H]1CN(CCC1)CC)Br (R)-5-(dibromomethyl)-2-(4-((1-ethylpiperidin-3-yl)amino)phthalazin-1-yl)phenol